1-[6-(5-Phenyl-1,2,4-oxadiazol-3-yl)pyridine-2-yl]-4-[1-(propan-2-yl)piperidin-4-yl]-1,4-diazepane C1(=CC=CC=C1)C1=NC(=NO1)C1=CC=CC(=N1)N1CCN(CCC1)C1CCN(CC1)C(C)C